(Z)-5-((6-chloro-1H-indol-3-yl)methylene)-3-(1-(3,4-difluorophenyl)-2-hydroxyethyl)imidazolidine-2,4-dione ClC1=CC=C2C(=CNC2=C1)\C=C/1\C(N(C(N1)=O)C(CO)C1=CC(=C(C=C1)F)F)=O